CC=1C=CC=2NC3=CC=C(C=C3C2C1)C 3,6-dimethyl-9H-carbazole